C(C)C1N(CC2(CCC2)C1)S(=O)(=O)C1=CC=C2CCN(CC2=C1)C(C(F)(F)F)=O 1-(7-((7-Ethyl-6-azaspiro[3.4]octan-6-yl)sulfonyl)-3,4-dihydroisoquinolin-2(1H)-yl)-2,2,2-trifluoroethan-1-one